NC1[C@H]2N(C[C@H]1CC2)C(=O)C2=CC1=C(N(C(=N1)C=1N(C3=CC=C(C=C3C1)C#N)CC1CC1)C)C(=C2)OC 2-(5-((1S,4R)-7-amino-2-azabicyclo[2.2.1]heptane-2-carbonyl)-7-methoxy-1-methyl-1H-benzo[d]imidazol-2-yl)-1-(cyclopropylmethyl)-1H-indole-5-carbonitrile